ClC=1C(=NC(=NC1)N[C@H]1CN(CC1)C(=O)C1=CC(=C(C=C1)NC(C=C)=O)N1CCN(CC1)C)OCCOCC (R)-N-(4-(3-((5-chloro-4-(2-ethoxyethoxy)pyrimidin-2-yl)amino)pyrrolidine-1-carbonyl)-2-(4-methylpiperazin-1-yl)phenyl)acrylamide